(S)-(6-cyclobutoxy-2-methylpyridin-3-yl)-4-oxo-4,5-dihydro-3H-1-thia-3,5,8-triazaacenaphthylene-2-carboxamide C1(CCC1)OC1=CC=C(C(=N1)C)N1C2=C(SC=3N=CC=C(NC1=O)C32)C(=O)N